C(CC)(=O)O.C(CC)(=O)O.C(CC)(=O)O.C(CC)(=O)O.C(CC)(=O)O.O=C[C@@H](O)[C@H](O)[C@H](O)CO arabinose pentapropionate